N-((4-Diethylaminophenyl)(8-(4-methoxybenzyloxy)-2-methylquinolin-7-yl)methyl)pyridin-2-amine C(C)N(C1=CC=C(C=C1)C(NC1=NC=CC=C1)C1=CC=C2C=CC(=NC2=C1OCC1=CC=C(C=C1)OC)C)CC